NCCCNC1=NC(=NC=C1F)NC1=CC=C(C=C1)OCCOC N4-(3-aminopropyl)-5-fluoro-N2-(4-(2-methoxyethoxy)phenyl)pyrimidine-2,4-diamine